The molecule is a member of the class of phenoxazines that is 3-imino-1,9-dimethyl-3H-phenoxazine carrying an additional amino substituent at position 7 as well as two 2,4-dihydroxy-6-methylphenyl substituents at positions 2 and 8. The isomer in which the hydroxy groups at positions 2' and 2'' on the phenyl rings are both on the same side of the plane of the phenoxazine ring system. A component of orcein, a mixture of dyes isolated from lichens. It has a role as a food colouring, a histological dye and a plant metabolite. It is an aromatic amine, a phenoxazine, a polyphenol, a member of resorcinols and a ketimine. CC1=CC(=CC(=C1C2=C(C3=C(C=C2N)OC4=CC(=N)C(=C(C4=N3)C)C5=C(C=C(C=C5C)O)O)C)O)O